O[C@@H](CCC1=CC=CC=C1)[C@H]1C(N([C@@H]1C1=CC=C(C=C1)OC)C1=CC=CC=C1)=O 3(S)-(1(S)-hydroxy-3-phenylpropyl)-4(S)-(4-methoxyphenyl)-1-phenyl-2-azetidinone